9-(1-(3'-chloro-[1,1'-biphenyl]-4-yl)naphthalen-2-yl)-9H-carbazole ClC=1C=C(C=CC1)C1=CC=C(C=C1)C1=C(C=CC2=CC=CC=C12)N1C2=CC=CC=C2C=2C=CC=CC12